7-(4-ethyl-3-(hydroxymethyl)-5-oxo-4,5-dihydro-1H-1,2,4-triazol-1-yl)-6-fluoro-1-isopropyl-3-(o-tolyl)cinnolin-4(1H)-one C(C)N1C(=NN(C1=O)C1=C(C=C2C(C(=NN(C2=C1)C(C)C)C1=C(C=CC=C1)C)=O)F)CO